NC[C@H](C(=O)OCCCC)NC(=O)OCC1=CC=CC=C1 Butyl (R)-3-amino-2-(((benzyloxy)carbonyl)amino)propanoate